2,6-dihydroxy-N-isopropyl-5'-methyl-4-pentyl-2'-(prop-1-en-2-yl)-1',2',3',4'-tetrahydro-[1,1'-biphenyl]-3-carboxamide OC1=C(C(=CC(=C1C(=O)NC(C)C)CCCCC)O)C1C(CCC(=C1)C)C(=C)C